C(C)OC(=O)C=1C(C=C2N(C(CC3=CC(=C(C=C23)OC)C2=CN=C(S2)N2CCC2)C(C)(C)C)C1)=O.NC1=CC=C(C=C1)C=CC1=CC=C(C=C1)N(C)C 4-amino-4'-(N,N-dimethylamino)stilbene Ethyl-9-[2-(azetidin-1-yl)thiazol-5-yl]-6-tert-butyl-10-methoxy-2-oxo-6,7-dihydro-2H-pyrido[2,1-a]isoquinoline-3-carboxylate